COC(=O)N1C[C@@H](OCC1)CC1=C(N=C2N1C=CC(=C2)C)C2=C(C=C(C=C2F)C=2NC(=CN2)C)F (S)-2-((2-(2,6-difluoro-4-(5-methyl-1H-imidazol-2-yl)phenyl)-7-methylimidazo[1,2-a]pyridin-3-yl)methyl)morpholine-4-carboxylic acid methyl ester